CS(=O)(=O)NC1=CC=C(C=C1)C1=CC=2C(=NC=C3C=CC(N(C23)C=2C=C(C=CC2)NC(C=C)=O)=O)C=C1 N-(3-(9-(4-(Methylsulfonamido)phenyl)-2-oxobenzo[h][1,6]naphthyridin-1(2H)-yl)phenyl)acrylamide